NC1=NC=2C=CC(=CC2C2=C1C=NN2C)C(=O)N2[C@@H]1[C@H](CCC2)OC2=C1C=CC(=C2)C(F)(F)F (4-amino-1-methyl-1H-pyrazolo[4,3-c]quinolin-8-yl)((4aS,9bS)-7-(trifluoromethyl)-3,4,4a,9b-tetrahydrobenzofuro[3,2-b]pyridin-1(2H)-yl)methanone